CON=C(C)C1=CN(C2=C(C=CC=C12)C)C 1-(1,7-dimethyl-1H-indol-3-yl)ethan-1-one-O-methyloxime